(R)-4-(4-Methyl-3-oxopiperazin-2-yl)phenyl trifluoromethanesulfonate FC(S(=O)(=O)OC1=CC=C(C=C1)[C@H]1NCCN(C1=O)C)(F)F